BrCC=1SC2=C(N1)C=C(C=C2)C(F)(F)F 2-(bromomethyl)-5-(trifluoromethyl)-1,3-benzothiazole